N[C@@H]1C[C@@H]([C@]2(OC3=C([C@]21O)C(=CC(=C3)OC)OC)C3=CC=C(C=C3)Cl)C3=CC(=CC=C3)F (1R,3R,3aS,8bR)-1-amino-3a-(4-chlorophenyl)-3-(3-fluorophenyl)-6,8-dimethoxy-1,2,3,3a-tetrahydro-8bH-cyclopenta[b]benzofuran-8b-ol